4-(5-(3,5-dichloro-4-fluorophenyl)-5-(trifluoromethyl)-4,5-dihydroisoxazol-3-yl)-2-methyl-N-(3-methyl-1H-1,2,4-triazol-5-yl)benzamide ClC=1C=C(C=C(C1F)Cl)C1(CC(=NO1)C1=CC(=C(C(=O)NC2=NC(=NN2)C)C=C1)C)C(F)(F)F